OCCOC1=C(C=C(C=C1)C1(C2=CC(=CC=C2C=2C=CC(=CC12)C1=CC=CC=C1)C1=CC=CC=C1)C1=CC(=C(C=C1)OCCO)C1=CC=CC=C1)C1=CC=CC=C1 9,9-bis[4-(2-hydroxyethoxy)-3-phenylphenyl]-2,7-diphenylfluorene